2-(4-fluorophenyl)-N-[4-methyl-3-[[3-(9H-purin-6-yl)-2-pyridyl]amino]phenyl]pyrazole-3-carboxamide FC1=CC=C(C=C1)N1N=CC=C1C(=O)NC1=CC(=C(C=C1)C)NC1=NC=CC=C1C1=C2N=CNC2=NC=N1